C(C)(C)(C)OC(=O)N1CC2(NC3=NC(=C(C=C3CC2)B(O)O)C(F)(F)F)CC1 (1-(tert-Butoxycarbonyl)-7'-(trifluoromethyl)-3',4'-dihydro-1'H-spiro[pyrrolidin-3,2'-[1,8]naphthyridin]-6'-yl)boronic acid